2-((2-chloro-5-methylpyrimidin-4-yl)amino)cyclopentanecarbonitrile ClC1=NC=C(C(=N1)NC1C(CCC1)C#N)C